ClC=1C=C2C(=CN(C2=CC1)C)C1CCN(CC1)C(=O)N1C[C@@H]2[C@@H](OCC(N2)=O)CC1 |r| rac-cis-6-(4-(5-chloro-1-methyl-1H-indol-3-yl)piperidine-1-carbonyl)hexahydro-2H-pyrido[4,3-b][1,4]Oxazin-3(4H)-one